6-formyl-5-(2-(methylsulfonyl)ethyl)cyanopyridine methyl-(4-bromo-2-ethoxyphenyl)glycinate CN(CC(=O)O)C1=C(C=C(C=C1)Br)OCC.C(=O)C1=C(C=CC(=N1)C#N)CCS(=O)(=O)C